5-nitro-N-(1-pyrimidin-2-yl-but-3-enyl)-3-(trifluoromethyl)pyridin-2-amine [N+](=O)([O-])C=1C=C(C(=NC1)NC(CC=C)C1=NC=CC=N1)C(F)(F)F